CC1=C(C=CC(=C1)C)/N=C/C1=CC=C(C=C1)C (E)-N-(2,4-dimethylphenyl)-1-(p-tolyl)methanimine